NC(C(=O)N1CC2(CC2(F)F)CC1)C 2-amino-1-(1,1-difluoro-5-azaspiro[2.4]heptan-5-yl)propan-1-one